4-methyl-6,7-dimethoxycoumarin CC1=CC(OC2=CC(=C(C=C12)OC)OC)=O